C(C1=CC=CC=C1)N1[C@H](CN(CC1)C=1C2=C(N=C(N1)OCC13CCCN3CCC1)CC(OC2)C2=CC=CC1=CC=CC(=C21)C)CC#N benzyl-(2S)-2-(cyanomethyl)-4-(7-(8-methylnaphthalen-1-yl)-2-((tetrahydro-1H-pyrrolizin-7a(5H)-yl)methoxy)-7,8-dihydro-5H-pyrano[4,3-d]pyrimidin-4-yl)piperazine